trans-4-fluoro-L-proline benzyl ester C(C1=CC=CC=C1)OC([C@H]1NC[C@@H](C1)F)=O